BrC=1C=C(C=CC1)S(=O)(=O)N1CCNC2=CC(=CC=C12)OC 1-((3-bromophenyl)sulfonyl)-6-methoxy-1,2,3,4-tetrahydroquinoxaline